ClC=1C=C2C3=C(N(C2=C(C1)C1=CN=C(S1)C)CC(F)(F)F)C=NC=C3 6-Chloro-8-(2-methyl-thiazol-5-yl)-9-(2,2,2-trifluoro-ethyl)-9H-pyrido[3,4-b]indole